2,5-Difluoro-L-phenylalanine methyl ester COC([C@@H](N)CC1=C(C=CC(=C1)F)F)=O